2-[4-(hydroxymethyl)piperidin-4-yl]propan-2-ol OCC1(CCNCC1)C(C)(C)O